(6-(methoxymethyl)pyridin-2-yl)-1H-benzo[d]imidazole-5-carboxamidine dihydrochloride Cl.Cl.COCC1=CC=CC(=N1)N1C=NC2=C1C=CC(=C2)C(=N)N